tert-butyl {4-[(1S)-1-{[(S)-2-methylpropane-2-sulfinyl]amino}ethyl]cuban-1-yl}carbamate CC(C)(C)[S@](=O)N[C@@H](C)C12C3C4C5(C(C14)C2C53)NC(OC(C)(C)C)=O